FC1=CC=C(C=C1)C1=NOC(=N1)N1CCN(CC1)C(=O)NCCCN1CCC(CC1)CC1=NC=CC=C1 4-(3-(4-Fluorophenyl)-1,2,4-oxadiazol-5-yl)-N-(3-(4-(Pyridin-2-ylmethyl)piperidin-1-yl)propyl)piperazin-1-carboxamid